FC=1C=2N(C(=NC1)C(=O)OC)C=NN2 methyl 8-fluoro-[1,2,4]triazolo[4,3-c]pyrimidine-5-carboxylate